ClC=1N=NC=C(C1[C@@H](C)OC=1C=C2C(=NNC2=CC1OC)C=1C=NC(=CC1)N1CC2(C1)CN(C2)S(=O)(=O)C)Cl (R)-5-(1-(3,5-dichloropyridazin-4-yl)ethoxy)-6-methoxy-3-(6-(6-(methylsulfonyl)-2,6-diazaspiro[3.3]heptan-2-yl)pyridin-3-yl)-1H-indazole